(2-methoxyl-5-fluorophenyl)(phenyl)methanone O(C)C1=C(C=C(C=C1)F)C(=O)C1=CC=CC=C1